ICCCCP(OCC)(OCC)=O diethyl (4-iodobutyl)phosphonate